1-(1-Hydroxyethyl)-4-(2-methylpropyl)-benzene OC(C)C1=CC=C(C=C1)CC(C)C